2-(4-Chloro-3-fluoro-phenoxy)-N-{1-[5-(4,4,4-trifluorobutyl)-1,3,4-oxadiazol-2-yl]piperidin-4-yl}acetamide ClC1=C(C=C(OCC(=O)NC2CCN(CC2)C=2OC(=NN2)CCCC(F)(F)F)C=C1)F